C(CCCCCCCCCCC)SSCCCCCCCCCCCC didodecyl disulphide